1-decyl-3-methylimidazol C(CCCCCCCCC)N1CN(C=C1)C